[S+2].[Au+] gold (I) sulphur